tert-butyl 4-(5-chloropyridin-3-yl)piperidine-1-carboxylate ClC=1C=C(C=NC1)C1CCN(CC1)C(=O)OC(C)(C)C